2-phenylpyrrolidine C1(=CC=CC=C1)C1NCCC1